tert-Butyl 2-amino-4,6-dihydrothieno[3,4-b]thiophene-3-carboxylate NC1=C(C2=C(S1)CSC2)C(=O)OC(C)(C)C